(5-(4-Fluorophenyl)pyridin-3-yl)(4-methyl-3,4-dihydroquinoxalin-1(2H)-yl)-methanone FC1=CC=C(C=C1)C=1C=C(C=NC1)C(=O)N1CCN(C2=CC=CC=C12)C